C(=O)(OC(C)(C)C)N1C[C@H](C[C@H](C1)N)N Boc-cis-3,5-diaminopiperidine